FC1=CC=C(C=C1)C(=O)N1C(C=2N(CC1)C(=NC2C2=CN=CO2)C2=NC(=NS2)C)C (4-fluorophenyl)(8-methyl-3-(3-methyl-1,2,4-thiadiazol-5-yl)-1-(oxazol-5-yl)-5,6-Dihydroimidazo[1,5-a]pyrazin-7(8H)-yl)methanone